2-(6-methoxy-5-nitropyridin-3-yl)-2H-pyrazolo[3,4-d]pyrimidine-4-ol COC1=C(C=C(C=N1)N1N=C2N=CN=C(C2=C1)O)[N+](=O)[O-]